1-isopropyl-4-methyl-1H-pyrazol-5-amine C(C)(C)N1N=CC(=C1N)C